3-Formyl-2,6-dihydroxy-4-methoxybenzoic acid methyl ester COC(C1=C(C(=C(C=C1O)OC)C=O)O)=O